tert-butyl (4-(6-bromopicolinamido)phenyl)carbamate BrC1=CC=CC(=N1)C(=O)NC1=CC=C(C=C1)NC(OC(C)(C)C)=O